C(C)OC(COCCO)O ethoxy-diethylene glycol